C1(CCCCC1)C=1N=CC(=NC1)CN(C(=O)[C@@H]1N(CC1)S(=O)(=O)C=1C=NC(=CC1)F)C1=CC(=C(C(=O)O)C=C1)O (R)-4-(N-((5-cyclohexylpyrazin-2-yl)methyl)-1-((6-fluoropyridin-3-yl)sulfonyl)azetidine-2-carboxamido)-2-hydroxybenzoic acid